6-methyl-4,5,6,7-tetrahydro-2H-pyrazolo[4,3-c]Pyridine-3-Formic acid ethyl ester C(C)OC(=O)C=1NN=C2C1CNC(C2)C